N1C=CC=2C1=NC=CC2C(C)OC=2C=C1C(=NNC1=CC2)C=2C=CC(=NC2)N2CC1(C2)CCC(CC1)C#N 2-(5-(5-(1-(1H-pyrrolo[2,3-b]pyridin-4-yl)ethoxy)-1H-indazol-3-yl)pyridin-2-yl)-2-azaspiro[3.5]nonane-7-carbonitrile